C(C1=CC=CC=C1)OC=1C(=C(C=C(C(=O)Cl)C1)OCC1=CC=CC=C1)OCC1=CC=CC=C1 tribenzyl-galloyl chloride